C(C)(=O)O.C(C)(=O)O.N1=C(C=CC=C1)CN picolineamine diacetic acid